4-(4-(2-Aminobenzo[d]thiazol-6-yl)-6-morpholino-1,3,5-triazin-2-yl)piperazine NC=1SC2=C(N1)C=CC(=C2)C2=NC(=NC(=N2)N2CCOCC2)N2CCNCC2